O-(4-(5,6,7,8-tetrahydro-1,8-naphthyridin-2-yl)butyl)-N-(5,6,7,8-tetrahydronaphthyridine-1-carbonyl)-L-homoserine N1=C(C=CC=2CCCNC12)CCCCOCC[C@H](NC(=O)N1CC=CC=2CCCNC12)C(=O)O